CC1=NC=2N(C(=C1)C)C=CC2C(=O)NC=2C=C1C(CCC1=CC2)N2OC(=CC2=O)C 2,4-Dimethyl-N-(3-(5-methyl-3-oxoisoxazol-2(3H)-yl)-2,3-dihydro-1H-inden-5-yl)pyrrolo[1,2-a]pyrimidine-8-carboxamide